2-(6-((2-hydroxycyclopentyl)amino)pyridazin-3-yl)-3-methyl-5-(trifluoromethyl)phenol OC1C(CCC1)NC1=CC=C(N=N1)C1=C(C=C(C=C1C)C(F)(F)F)O